ClC1=CC=C(C=C1)C1=CC=C(S1)CC(=O)N1CCCC1 2-(5-(4-Chlorophenyl)thiophen-2-yl)-1-(pyrrolidin-1-yl)ethan-1-on